1,3,3-trimethyl-6-((4-(4-(trifluoromethyl)piperidin-1-yl)phenyl)amino)indolin-2-one CN1C(C(C2=CC=C(C=C12)NC1=CC=C(C=C1)N1CCC(CC1)C(F)(F)F)(C)C)=O